3-(4-amino-2-(methylthio)pyrimidin-5-yl)acrylic acid ethyl ester C(C)OC(C=CC=1C(=NC(=NC1)SC)N)=O